CC=1C=C2C3=C(C=CC(=C3)C)C3(CCCC3)OC2=CC1 2,9-dimethylspiro[benzo[c]chromene-6,1'-cyclopentane]